(R)-4-(7-(4-Chloropyridin-2-yl)-4-methoxy-7H-pyrrolo[2,3-d]pyrimidin-5-yl)-5-methylmorpholin-3-one ClC1=CC(=NC=C1)N1C=C(C2=C1N=CN=C2OC)N2C(COC[C@H]2C)=O